2-(6-(bromomethyl)-5-fluoro-3-pyridyl)-5-(difluoromethyl)-1,3,4-oxadiazole BrCC1=C(C=C(C=N1)C=1OC(=NN1)C(F)F)F